((4-((4-bromobenzylidene)amino)-5-(phenoxymethyl)-4H-1,2,4-triazol-3-yl)thio)-N-(4-ethoxyphenyl)acetamide BrC1=CC=C(C=NN2C(=NN=C2COC2=CC=CC=C2)SCC(=O)NC2=CC=C(C=C2)OCC)C=C1